CN(C)CCOCCOC=1C=C2C(N(C(C2=CC1[N+](=O)[O-])=O)CCC(=O)O)=O 5-(2-(dimethylaminoethyl-oxy)ethyl)oxy-6-nitro-N-carboxyethyl-isoindoline-1,3-dione